(4-(1-cyclopropylvinyl)phenyl)(ethoxy)dimethylsilane ethyl-2-(methylsulfinyl)thieno[2,3-d]thiazole-5-carboxylate C(C)OC(=O)C1=CC2=C(N=C(S2)S(=O)C)S1.C1(CC1)C(=C)C1=CC=C(C=C1)[Si](C)(C)OCC